C(C(C)C)C1CCC(CC1)NC(=O)CC(C(CC(=O)NC1CCC(CC1)CC(C)C)C(=O)NC1CCC(CC1)CC(C)C)C(=O)NC1CCC(CC1)CC(C)C 1,2,3,4-butanetetracarboxylic acid tetra(4-isobutylcyclohexylamide)